F[Si](CCC)(CCC)CCC fluorotripropyl-silane